4-[(4-fluorophenyl)methyl]-6-(trifluoromethyl)-2,3-dihydro-1,4-benzoxazin-7-amine FC1=CC=C(C=C1)CN1CCOC2=C1C=C(C(=C2)N)C(F)(F)F